6-(5-Chloro-3-methylbenzofuran-2-sulfonyl)-2H-pyridazin-3-one ClC=1C=CC2=C(C(=C(O2)S(=O)(=O)C=2C=CC(NN2)=O)C)C1